N-(1-(5,5-difluorobicyclo[2.2.2]octan-2-yl)-2-oxo-1,2-dihydropyridin-3-yl)-4-((2-hydroxyethyl)sulfonamido)-2-(6-azaspiro[2.5]octan-6-yl)benzamide FC1(C2CC(C(C1)CC2)N2C(C(=CC=C2)NC(C2=C(C=C(C=C2)NS(=O)(=O)CCO)N2CCC1(CC1)CC2)=O)=O)F